(3R)-7-((2S,5R)-4-acryloyl-2,5-dimethylpiperazin-1-yl)-9-chloro-10-(2,4-difluorophenyl)-3-((4-methyl-2-oxopiperazin-1-yl)methyl)-2,3-dihydro-5H-[1,4]oxazino[2,3,4-ij]quinazolin-5-one C(C=C)(=O)N1C[C@@H](N(C[C@H]1C)C1=NC(N2C3=C(C(=C(C=C13)Cl)C1=C(C=C(C=C1)F)F)OC[C@H]2CN2C(CN(CC2)C)=O)=O)C